Methyl 1-amino-4-(benzyloxy)-8-(4-fluorophenyl)-2,6-naphthyridine-3-carboxylate NC1=NC(=C(C2=CN=CC(=C12)C1=CC=C(C=C1)F)OCC1=CC=CC=C1)C(=O)OC